N4-(3-chloro-2-fluoro-phenyl)-7-[2-[(1S,5R)-3-isopropyl-3-azabicyclo[3.1.0]hexane-1-yl]ethynyl]quinazoline-4,6-diamine ClC=1C(=C(C=CC1)NC1=NC=NC2=CC(=C(C=C12)N)C#C[C@]12CN(C[C@@H]2C1)C(C)C)F